(2R)-2-({5-chloro-4-[(3-cyclopropyl-1H-pyrazol-5-yl)amino]pyrimidin-2-yl}-amino)-2-(4-fluorophenyl)ethanol ClC=1C(=NC(=NC1)N[C@@H](CO)C1=CC=C(C=C1)F)NC1=CC(=NN1)C1CC1